CC1=NN(C(=C1)C)CCN(CC[C@@H](C(=O)O)NC1=NC=CC(=C1)C1=CC=CC=C1)CCCCC1=NC=2NCCCC2C=C1 (S)-4-((2-(3,5-dimethyl-1H-pyrazol-1-yl)ethyl)(4-(5,6,7,8-tetrahydro-1,8-naphthyridin-2-yl)butyl)amino)-2-((4-phenylpyridin-2-yl)amino)butanoic acid